tert-butyl (E)-(2-((4-(5-bromo-4-methylpyridin-2-yl)-5-oxo-4,5-dihydro-1H-1,2,4-triazol-1-yl)methyl)-3-fluoroallyl)carbamate BrC=1C(=CC(=NC1)N1C=NN(C1=O)C\C(\CNC(OC(C)(C)C)=O)=C\F)C